(1-methylundecyl)naphthalene CC(CCCCCCCCCC)C1=CC=CC2=CC=CC=C12